C(C)(C)(C)OC(=O)NC1(CCN(CC1)C1=CC=C(C=N1)B(O)O)C(=O)OC (6-(4-((Tert-Butoxycarbonyl)amino)-4-(methoxycarbonyl)piperidin-1-yl)pyridin-3-yl)boronic acid